(E)-4-[2-[2-[2-[2-[2-[2-[2-[bis(tert-butoxycarbonyl)amino]ethoxy]ethoxy]ethoxy]ethoxy]ethoxy]ethoxy]ethoxy]but-2-enoic acid C(C)(C)(C)OC(=O)N(CCOCCOCCOCCOCCOCCOCCOC/C=C/C(=O)O)C(=O)OC(C)(C)C